FC=1C=C(C=NC1)C1=CNC2=NC=CC(=C21)N2CCCCC2 3-(5-fluoro-3-pyridyl)-4-(1-piperidyl)-1H-pyrrolo[2,3-b]pyridine